4-cyclopentyl-2-(4-pyridinyl)-N5-sec-butylpyrimidine-4,5-diamine C1(CCCC1)C1(NC(=NC=C1NC(C)CC)C1=CC=NC=C1)N